CN1N=CC(=C1)C#CC1=CC=C2C=3C(=C(N(C(C13)=O)C1=CC=CC=C1)[C@@H](C)NC(=O)C=1C(=NN3C1N=CC=C3)NS(N)(=O)=O)C=C2 (R)-N-(1-(8-((1-methyl-1H-pyrazol-4-yl)ethynyl)-1-oxo-2-phenyl-1,2-dihydrocyclopenta[de]isoquinolin-3-yl)ethyl)-2-(sulfamoylamino)pyrazolo[1,5-a]pyrimidine-3-carboxamide